ClC=1C=C(C=CC1F)CNCC(OC)OC N-[(3-chloro-4-fluoro-phenyl)methyl]-2,2-dimethoxy-ethanamine